COCCO[AlH]OCCOC bis(2-Methoxyethoxy)aluminum hydride